1-(4-(3-chlorophenyl)-3,4-dihydroquinoxalin-1(2H)-yl)-3-(4-methylpiperazin-1-yl)propan-1-one tert-butyl-[(7-hydroxy-4-quinolyl)carbonylamino]acetate C(C)(C)(C)OC(CNC(=O)C1=CC=NC2=CC(=CC=C12)O)=O.ClC=1C=C(C=CC1)N1CCN(C2=CC=CC=C12)C(CCN1CCN(CC1)C)=O